ClC(OC1=CC=C(C=C1)NC(=O)C1=CC2=C(N(C=N2)C(C)C)C(=C1)B1OC(C(O1)(C)C)(C)C)(F)F N-(4-(chlorodifluoromethoxy)phenyl)-1-isopropyl-7-(4,4,5,5-tetramethyl-1,3,2-dioxaborolan-2-yl)-1H-benzo[d]imidazole-5-carboxamide